[Mo].[Mn].[Co].[Zn] zinc-cobalt-manganese-molybdenum